tris{2-bis[3-(2-ethylhexyl-oxy)-3-oxopropyl]aminoethyl}amine C(C)C(COC(CCN(CCN(CCN(CCC(OCC(CCCC)CC)=O)CCC(OCC(CCCC)CC)=O)CCN(CCC(OCC(CCCC)CC)=O)CCC(OCC(CCCC)CC)=O)CCC(OCC(CCCC)CC)=O)=O)CCCC